aluminum-calcium-zirconium [Zr].[Ca].[Al]